O([C@H]1[C@H](O)[C@@H](O)[C@H](O)[C@H](O1)CO)CCC1=CC=CC=C1 2-Phenylethyl beta-D-glucopyranoside